4-(4-chloroquinolin-6-yl)-1-methylpiperidin-4-ol ClC1=CC=NC2=CC=C(C=C12)C1(CCN(CC1)C)O